1-(3-bromo-2-((6-((tert-butoxycarbonyl)amino)-9H-purin-9-yl)methyl)-5-chlorophenyl)-3-((tert-butoxycarbonyl)amino)pyrrolidine-3-carboxylic acid BrC=1C(=C(C=C(C1)Cl)N1CC(CC1)(C(=O)O)NC(=O)OC(C)(C)C)CN1C2=NC=NC(=C2N=C1)NC(=O)OC(C)(C)C